CC1OC2=CC(=CC=C2CC1)N1CCNCC1 methyl-7-(piperazin-1-yl)chroman